CC(OC)(SC[C@@H](C(NCCNC)=O)NC([C@H](CSC(C)(C)OC)N1C(N(CC1)C)(C)C)=O)C (R)-N-((R)-3,3-dimethyl-7-oxo-2-oxa-4-thia-8,11-diazadodecan-6-yl)-3-(2-methoxyprop-2-ylthio)-2-(2,2,3-trimethylimidazolidin-1-yl)propionamide